O=S1(CCC(CC1)NC1=CC=CC=2N1N=C(C2SC(F)(F)F)C#CCN(C(OC(C)(C)C)=O)C2=C(C=C(C=C2)C(NC)=O)OC)=O tert-butyl N-[3-[7-[(1,1-dioxothian-4-yl)amino]-3-(trifluoromethylsulfanyl)pyrazolo[1,5-a]pyridin-2-yl]prop-2-ynyl]-N-[2-methoxy-4-(methylcarbamoyl)phenyl]carbamate